5-(2-methylphenyl)4-pentenoic acid CC1=C(C=CC=C1)C=CCCC(=O)O